N[C@@H](CCC(=O)N[C@@H](CC1=CC=C(C=C1)O)C(=O)O)C(=O)O GAMMA-GLUTAMYLTYROSINE